[C@@H]12CN(C[C@@H](CC1)C2)C=2C1=C(N=C(N2)OCC23CCCN3CCC2)C(=C(N=C1)C1=CC=CC2=CC=CC(=C12)F)F 4-((1r,5s)-3-azabicyclo[3.2.1]oct-3-yl)-8-fluoro-7-(8-fluoronaphthalen-1-yl)-2-((hexahydro-1H-pyrrolizin-7a-yl)methoxy)pyrido[4,3-d]pyrimidine